O.O.[Ca+2].FC=1C=C(C=CC1NC(=O)C1=C(CCC1)C(=O)[O-])C1=CC(=CC=C1)OC.FC=1C=C(C=CC1NC(=O)C1=C(CCC1)C(=O)[O-])C1=CC(=CC=C1)OC 2-(((3-fluoro-3'-methoxy(1,1'-biphenyl)-4-yl)amino)carbonyl)-1-cyclopentene-1-carboxylic acid calcium salt dihydrate